FC1(C(N(C2=C(N(C1)C(C)C)N=C(N=C2)NC2=C(C=C(C(=O)O)C=C2)OC)C)=O)F 4-[(7,7-difluoro-9-isopropyl-5-methyl-6-oxo-8H-pyrimido[4,5-b][1,4]diazepin-2-yl)amino]-3-methoxy-benzoic acid